dodecylsuccinimide C(CCCCCCCCCCC)C1C(=O)NC(C1)=O